FC1=CC=C(C=C1)C1(CN(CC1)C(=O)C=1N=C(C2=C(N1)OC(=C2)C)NC2(CC2)C)C [3-(4-fluorophenyl)-3-methylpyrrolidine-1-carbonyl]-6-methyl-N-(1-methylcyclopropyl)furo[2,3-d]pyrimidin-4-amine